(2S,4r)-1-[(2S)-2-(4-cyclopropyl-triazol-1-yl)-3,3-dimethyl-butyryl]-N-[2-(2,5-dichlorophenyl)ethyl]-4-hydroxy-pyrrolidine-2-carboxamide C1(CC1)C=1N=NN(C1)[C@H](C(=O)N1[C@@H](C[C@H](C1)O)C(=O)NCCC1=C(C=CC(=C1)Cl)Cl)C(C)(C)C